BrC1=CC2=C(N(CCN2C(=O)OC2CCCCC2)C)N=C1 cyclohexyl 7-bromo-4-methyl-3,4-dihydropyrido[2,3-b]pyrazine-1(2H)-carboxylate